(2S,3S,5R)-3-[(tert-butyldimethylsilyl)oxy]-5-(5-fluoro-2,4-dioxo-3H-pyrimidin-1-yl)oxolane-2-carbaldehyde [Si](C)(C)(C(C)(C)C)O[C@@H]1[C@H](O[C@H](C1)N1C(NC(C(=C1)F)=O)=O)C=O